rac-tert-butyl (2R,4R)-2-(3-(((2-(ethoxycarbonyl)-1H-pyrrol-3-yl)amino)methyl)pyridin-2-yl)-4-(trifluoromethyl)piperidine-1-carboxylate C(C)OC(=O)C=1NC=CC1NCC=1C(=NC=CC1)[C@@H]1N(CC[C@H](C1)C(F)(F)F)C(=O)OC(C)(C)C |r|